O[C@@H](C=O)C(CO)(C)C |r| DL-2,4-dihydroxy-3,3-dimethylbutanal